L-N-(2,6-dimethylphenyl)-N-(2-methoxyacetyl)alanine methyl ester COC([C@@H](N(C(COC)=O)C1=C(C=CC=C1C)C)C)=O